(S)-1-decyn C#CCCCCCCCC